5-(3-((4-((6-((5-fluoro-4-(4-fluoro-1-isopropyl-2-methyl-1H-benzo[d]imidazol-6-yl)pyrimidin-2-yl)amino)pyridin-3-yl)methyl)piperidin-1-yl)methyl)azetidin-1-yl)isoindoline-1,3-dione FC=1C(=NC(=NC1)NC1=CC=C(C=N1)CC1CCN(CC1)CC1CN(C1)C=1C=C2C(NC(C2=CC1)=O)=O)C=1C=C(C2=C(N(C(=N2)C)C(C)C)C1)F